2-(3-(5-chloro-3,6-diphenylpyrazin-2-yl)phenyl)-4,6-diphenyl-1,3,5-triazine ClC=1N=C(C(=NC1C1=CC=CC=C1)C=1C=C(C=CC1)C1=NC(=NC(=N1)C1=CC=CC=C1)C1=CC=CC=C1)C1=CC=CC=C1